COC1=C(C(=O)NCC2=NN(C=C2)C2OCCCC2)C=CC=C1 2-methoxy-N-((1-(tetrahydro-2H-pyran-2-yl)-1H-pyrazol-3-yl)methyl)benzamide